ClC=1C=NN(C1C(NC1=NC=C(C=C1F)C#CC1=CC=CC=C1)=O)C1CCN(CCC1)C(=O)OC(C)(C)C tert-butyl 4-(4-chloro-5-((3-fluoro-5-(phenylethynyl)pyridin-2-yl)carbamoyl)-1H-pyrazol-1-yl)azepane-1-carboxylate